1-(4-(7-(3-aminoisoquinolin-1-yl)-6-chloro-8-fluoro-2-((1-methylpyrrolidin-2-yl)methoxy)quinazolin-4-yl)-3-methylpiperazin-1-yl)prop-2-en-1-one NC=1N=C(C2=CC=CC=C2C1)C1=C(C=C2C(=NC(=NC2=C1F)OCC1N(CCC1)C)N1C(CN(CC1)C(C=C)=O)C)Cl